(3R,4R)-4-{[5-(2,4-difluoro-phenyl)-isoxazole-3-carbonyl]-amino}-1-((1R,2R)-2-hydroxy-cyclohexyl)-piperidine-3-carboxylic acid methyl-phenethyl-amide CN(C(=O)[C@@H]1CN(CC[C@H]1NC(=O)C1=NOC(=C1)C1=C(C=C(C=C1)F)F)[C@H]1[C@@H](CCCC1)O)CCC1=CC=CC=C1